C(#C)C1(CC1)N(C(OC(C)(C)C)=O)C tert-butyl N-(1-ethynylcyclopropyl)-N-methylcarbamate